BrC=1C=C(C=CC1)C1NS(CC1)(=O)=O 3-(3-bromophenyl)isothiazolidine 1,1-dioxide